OXIRANE-2,3-DICARBOXYLIC ACID O1C(C1C(=O)O)C(=O)O